methyl 3-(N-(2-(cyclopentyloxy)-5-(isothiazol-5-yl)phenyl)sulfamoyl)-4-cyclopropylbenzoate C1(CCCC1)OC1=C(C=C(C=C1)C1=CC=NS1)NS(=O)(=O)C=1C=C(C(=O)OC)C=CC1C1CC1